Cl.N[C@H]1C(NCCN(C1)C(=O)OCC1=CC=CC=C1)=O Benzyl (6R)-6-amino-5-oxo-1,4-diazacycloheptane-1-carboxylate hydrochloride